5-methoxy-2-[(4-methoxy-3,5-dimethyl-2-pyridyl)methyl]sulfinyl-1H-benzimidazole COC1=CC2=C(NC(=N2)S(=O)CC2=NC=C(C(=C2C)OC)C)C=C1